2-(3-(1-methyl-3-(4-(5,6,7,8-tetrahydro-1,8-naphthyridin-2-yl)butyl)ureido)-2-oxopyrrolidin-1-yl)acetic acid CN(C(=O)NCCCCC1=NC=2NCCCC2C=C1)C1C(N(CC1)CC(=O)O)=O